3,7-dimethyloctan-3-yl benzoate C(C1=CC=CC=C1)(=O)OC(CC)(CCCC(C)C)C